C[C@]12[C@H]3CC[C@@]4(C(CC[C@H]4[C@@H]3CC=C2C=2S=C(NC2CC1)C1=NC=CC=C1)=O)C (1S,2R,13R,14S,18S)-2,18-dimethyl-7-(2-pyridyl)-8-thia-6-azapentacyclo[11.7.0.02,10.05,9.014,18]icosa-5(9),7,10-trien-17-one